[Cs].OC1=CC=C(C=C1)C1=CC=C(C=C1)O 4,4'-dihydroxybiphenyl cesium salt